2-(5-bromo-4-methyl-3-nitro-2-pyridinyl)malonic acid dimethyl ester COC(C(C(=O)OC)C1=NC=C(C(=C1[N+](=O)[O-])C)Br)=O